NC1=NC=NC=2N(C3=C(C=C(C=C3C21)C(F)(F)F)C)CC(=O)N2C1CC1CC2C(=O)NC2=NC(=CN=C2)C(F)(F)F 2-(2-(4-amino-8-methyl-6-(trifluoromethyl)-9H-pyrimido[4,5-b]indol-9-yl)acetyl)-N-(6-(trifluoromethyl)pyrazin-2-yl)-2-azabicyclo[3.1.0]hexane-3-carboxamide